3-(5-((R)-4-methyl-2-oxo-3-(pyrimidin-2-yl)imidazolidin-1-yl)-1-oxoisoindolin-2-yl)piperidine-2,6-dione C[C@H]1N(C(N(C1)C=1C=C2CN(C(C2=CC1)=O)C1C(NC(CC1)=O)=O)=O)C1=NC=CC=N1